C(#N)C=1C(=CC(=NC1)N1C=C(C2=NC(=CC=C21)C=O)C(=O)N)NCCOC (5-cyano-4-((2-methoxyethyl)amino)pyridin-2-yl)-5-formyl-1H-pyrrolo[3,2-b]pyridine-3-carboxamide